(P)-1-(5-fluoro-2-methoxy-4-(3-(trifluoromethoxy)cyclobutyl)phenyl)-N-(isoxazol-3-yl)-N-(4-methoxybenzyl)-2-oxo-1,2-dihydroquinoline-6-sulphonamide FC=1C(=CC(=C(C1)N1C(C=CC2=CC(=CC=C12)S(=O)(=O)N(CC1=CC=C(C=C1)OC)C1=NOC=C1)=O)OC)C1CC(C1)OC(F)(F)F